O=C1NCC[C@@H]1CS(=O)(=O)[O-] (S)-2-oxopyrrolidin-3-ylmethanesulfonate